iodomethyl 2-methylpropionate CC(C(=O)OCI)C